(2-(5-cyclopropyl-3-(2,6-dichlorophenyl)isoxazol-4-yl)-7-azaspiro[3.5]non-1-en-7-yl)thiazolo[4,5-b]pyridine-6-carbonitrile C1(CC1)C1=C(C(=NO1)C1=C(C=CC=C1Cl)Cl)C1=CC2(C1)CCN(CC2)C=2SC=1C(=NC=C(C1)C#N)N2